O=C1C2(CCC(C1=CC1=CC=CC=C1)C2(C)C)C 4-(2-oxo-3-bornylidenemethyl)benzene